2-fluoro-5-((6-(3-(morpholinosulfonyl)phenyl)pyridin-2-yl)oxy)phenol FC1=C(C=C(C=C1)OC1=NC(=CC=C1)C1=CC(=CC=C1)S(=O)(=O)N1CCOCC1)O